S1N=CC2=C1C=CC(=C2)C2=CCC(CN2C(=O)OC(C)(C)C)C tert-butyl 6-(1,2-benzothiazol-5-yl)-3-methyl-3,4-dihydro-2H-pyridine-1-carboxylate